ClC1=NC=CC(=C1)C=1N=C(SC1)NC1=NC=CC(=C1)C 4-(2-chloropyridin-4-yl)-N-(4-methylpyridin-2-yl)thiazol-2-amine